C1(=CC(=CC=C1)N1C2=CC=CC=C2C=2C=C(C=CC12)C=1C=CC=2N(C3=CC=CC=C3C2C1)C=1C=C(C=CC1)C1=CC=CC=C1)C1=CC=CC=C1 9,9'-bis(1,1'-biphenyl-3-yl)-3,3'-bi-9H-carbazole